Iodomethyl (4-nitrophenyl) carbonate C(OCI)(OC1=CC=C(C=C1)[N+](=O)[O-])=O